C(C1=CC=CC=C1)(=O)ON(C1=C(C=NC2=CC=C(C=C12)Br)S(=O)(=O)N1CCOCC1)C methyl-[(6-bromo-3-morpholinosulfonyl-4-quinolinyl) amino] benzoate